N(=[N+]=[N-])CCCNC(C1=CC=NC=C1)=O N-(3-azidopropyl)isonicotinamide